NC(CC1=CC(=C(C=C1)OC)OCC1=CC=CC=C1)CC 2-amino-1-(3-benzyloxy-4-methoxyphenyl)butane